Tert-butyl (1S,2S,5R)-3-benzyl-2-((S)-2,2-difluoro-1-hydroxyethyl)-3,8-diazabicyclo[3.2.1]octane-8-carboxylate C(C1=CC=CC=C1)N1[C@@H]([C@@H]2CC[C@H](C1)N2C(=O)OC(C)(C)C)[C@@H](C(F)F)O